C[P]OC1=CC=CC=C1 methyl-phenyl-oxyphosphorus